FC=1C=C(C=CC1)CNC(O[C@@H]1[C@H]2OC(CN([C@@H]1CC1=CC=C(C=C1)C1=CN=CO1)C2)=O)=O (5S,6S,7R)-7-{[4-(1,3-oxazol-5-yl)phenyl]methyl}-3-oxo-4-oxa-1-azabicyclo[3.2.1]octan-6-yl N-[(3-fluorophenyl)methyl]carbamate